isopropanol titanium salt [Ti].C(C)(C)O